BrC1=NNC2=C1C=NC(=C2)C(=O)N2C1CC(CC2CC1)O (3-bromo-1H-pyrazolo[4,3-c]pyridin-6-yl)-(3-endo-hydroxy-8-aza-bicyclo[3.2.1]octan-8-yl)methanone